COC=1C=C2C(=CC=NC2=CC1OC)NC1=CC=C(C=C1)NC(=O)NC1=CC(=CC=C1)C 1-(4-((6,7-dimethoxyquinolin-4-yl)amino)phenyl)-3-(3-methylphenyl)urea